(3R,5R)-3-fluoro-5-(9b-((4-fluorophenyl)sulfonyl)-7-(perfluoropropan-2-yl)-2,3,3a,4,5,9b-hexahydro-1H-pyrrolo[3,2-f]quinoline-3-carbonyl)-1-(2-hydroxy-2-methylpropyl)pyrrolidin-2-one F[C@H]1C(N([C@H](C1)C(=O)N1CCC2(C=3C=CC(=NC3CCC21)C(C(F)(F)F)(C(F)(F)F)F)S(=O)(=O)C2=CC=C(C=C2)F)CC(C)(C)O)=O